C[Si](CCOCN1C=NC2=C1C=CC(=C2)C2=CN=C(O2)N2C(CCC2)=O)(C)C 1-[5-[1-(2-trimethylsilylethoxymethyl)benzimidazol-5-yl]oxazol-2-yl]pyrrolidin-2-one